2-chloro-2-fluoro-[1,1'-biphenyl] ClC1(C(=CC=CC1)C1=CC=CC=C1)F